CC=1C=C(C=CC1O)C(CC1=CC=C(C=C1)O)(C)C1=CC(=C(C=C1)O)C 2,2-Bis(3-methyl-4-hydroxyphenyl)-1-(4-hydroxyphenyl)propane